N-(5-(6-(4-(tert-butyl)-2-(tetrahydrofuran-3-yl)phenyl)-1-oxo-3,4-dihydroisoquinolin-2(1H)-yl)-2-hydroxyphenyl)methanesulfonamide C(C)(C)(C)C1=CC(=C(C=C1)C=1C=C2CCN(C(C2=CC1)=O)C=1C=CC(=C(C1)NS(=O)(=O)C)O)C1COCC1